C(#N)C1=CC(=C(C=C1)C1=CN(C2=NC=CC(=C21)OC2=C(C=C(C=C2F)NC(=O)NCC2(COC2)C)F)COCC[Si](C)(C)C)C(C)C N-{4-[(3-[4-cyano-2-(propan-2-yl)phenyl]-1-{[2-(trimethylsilyl)ethoxy]methyl}-1H-pyrrolo[2,3-b]pyridin-4-yl)oxy]-3,5-difluorophenyl}-N'-[(3-methyloxetan-3-yl)methyl]urea